2-(2-chlorobenzyl)-4-methylphenol ClC1=C(CC2=C(C=CC(=C2)C)O)C=CC=C1